ethyl 3-chloro-1,2,4-thiadiazole-5-carboxylate ClC1=NSC(=N1)C(=O)OCC